(5-(4-hydroxybutyl)-3-methyl-2-oxo-2,3-dihydro-1H-benzo[d]imidazol-1-yl)piperidine-2,6-dione OCCCCC1=CC2=C(N(C(N2C)=O)N2C(CCCC2=O)=O)C=C1